benzyl (3S)-4-[2-(1-tert-butoxycarbonyl-4-piperidinyl) ethyl]-3-methyl-piperazine-1-carboxylate C(C)(C)(C)OC(=O)N1CCC(CC1)CCN1[C@H](CN(CC1)C(=O)OCC1=CC=CC=C1)C